4-[4-[(E)-3-[4-[(E)-3-(Hydroxyamino)-3-oxoprop-1-enyl]phenyl]prop-2-enoyl]phenyl]piperazine-1-carboxylic acid ONC(/C=C/C1=CC=C(C=C1)/C=C/C(=O)C1=CC=C(C=C1)N1CCN(CC1)C(=O)O)=O